7-(Bromomethyl)-5-cyclobutoxy-2-(3,5-dimethoxybenzyl)-3,4-dihydroisoquinolin-1(2H)-one BrCC1=CC(=C2CCN(C(C2=C1)=O)CC1=CC(=CC(=C1)OC)OC)OC1CCC1